NC1=NN=NN1C 5-amino-1-methyl-1H-tetrazol